ClC=1C=CC2=C(C[C@H](CC=3N2C(=NN3)[C@@H]3CC[C@H](CC3)OC3=NC=CC=C3)NC(C)O)C1 ({(5R)-8-chloro-1-[trans-4-(pyridin-2-yloxy)cyclohexyl]-5,6-dihydro-4H-[1,2,4]triazolo[4,3-a][1]benzazepin-5-yl}amino)ethanol